SC(C(=O)O)C(C(=O)O)S 2,3-dimercaptobutanedioic acid